3-benzyloxy-4-methoxy-benzyl chloride triphenylphosphine salt C1(=CC=CC=C1)P(C1=CC=CC=C1)C1=CC=CC=C1.C(C1=CC=CC=C1)OC=1C=C(CCl)C=CC1OC